C(C)NC1=CC(=CC(=N1)N1C(C2=C(C1)C=C(S2)CN2C[C@H](CCC2)C)=O)C2(COC2)CC2=NN=CN2C 5-[6-(ethylamino)-4-{3-[(4-methyl-1,2,4-triazol-3-yl)methyl]oxetan-3-yl}pyridin-2-yl]-2-{[(3S)-3-methylpiperidin-1-yl]methyl}-4H-thieno[2,3-c]pyrrol-6-one